2-Methyl-nonanal CC(C=O)CCCCCCC